4-((S)-4-acryloyl-3-(cyanomethyl)piperazin-1-yl)-N-(((S)-4,4-difluoropyrrolidin-2-yl)methyl)-7-(8-methylnaphthalen-1-yl)-5,6,7,8-tetrahydro-1,7-naphthyridine-2-carboxamide C(C=C)(=O)N1[C@H](CN(CC1)C1=CC(=NC=2CN(CCC12)C1=CC=CC2=CC=CC(=C12)C)C(=O)NC[C@H]1NCC(C1)(F)F)CC#N